4-(5-bromo-3-fluoro-2-nitrophenyl)-5,5-dimethylmorpholin-3-one BrC=1C=C(C(=C(C1)N1C(COCC1(C)C)=O)[N+](=O)[O-])F